ClCC1OC(OC1C1=CC=CC=C1)=O 4-chloromethyl-5-phenyl-1,3-dioxolan-2-one